[Br-].NCC[P+](C1=CC=CC=C1)(C1=CC=CC=C1)C1=CC=CC=C1 2-aminoethyl-(triphenyl)phosphonium bromide